COC=1C=C2C=CN=C(C2=CC1OC)NC1=CC=C(C=C1)OCCOC 6,7-dimethoxy-N-(4-(2-methoxyethoxy)phenyl)isoquinolin-1-amine